FC(COC)(F)C=1C(=C(C=CC1)[C@@H](C)NC1=NN=C(C=2C=C3C(=CC12)N(C(N3C)=O)C)C)F 5-[[(1R)-1-[3-(1,1-difluoro-2-methoxy-ethyl)-2-fluoro-phenyl]ethyl]amino]-1,3,8-trimethyl-imidazo[4,5-g]phthalazin-2-one